(4-amino-7-(1H-pyrazol-5-yl)pyrrolo[1,2-a]quinoxalin-2-yl)(morpholinyl)methanone NC=1C=2N(C3=CC=C(C=C3N1)C1=CC=NN1)C=C(C2)C(=O)N2CCOCC2